Cl.C(C)OCC1(CCN(CC1)CC1=CC=C(C=C1)NC(=O)NC)CCC1=CC=CC=C1 1-(4-((4-(ethoxymethyl)-4-phenethylpiperidin-1-yl)methyl)phenyl)-3-methylurea hydrochloride